2-(1,2-Benzooxazol-3-yl)-N-{3-[2-(4-chloro-3-fluorophenoxy)acetylamino]bicyclo[1.1.1]pentan-1-yl}acetamide O1N=C(C2=C1C=CC=C2)CC(=O)NC21CC(C2)(C1)NC(COC1=CC(=C(C=C1)Cl)F)=O